(E)-5-methyl-1H-indazole-7-carboxamide CC=1C=C2C=NNC2=C(C1)C(=O)N